butane-2,3-diyl bis(5-morpholinopentanoate) O1CCN(CC1)CCCCC(=O)OC(C)C(C)OC(CCCCN1CCOCC1)=O